1-pentadecanoyl-2-heneicosanoyl-sn-glycero-3-phosphocholine C(CCCCCCCCCCCCCC)(=O)OC[C@@H](OC(CCCCCCCCCCCCCCCCCCCC)=O)COP(=O)([O-])OCC[N+](C)(C)C